7-hydroxy-5-phenyl-6,7-dihydro-2H-pyrrolo[2,1-c][1,2,4]triazol-3(5H)-one OC1CC(N2C1=NNC2=O)C2=CC=CC=C2